1-[3,5-Bis(Cyclopropyloxy)-4-Methylphenyl]Ethan-1-One C1(CC1)OC=1C=C(C=C(C1C)OC1CC1)C(C)=O